methyl 8-chloro-4,5-dihydrobenzo[b]thieno[3,2-d]oxepine-9-carboxylate ClC=1C(=CC2=C(OCCC3=C2C=CS3)C1)C(=O)OC